((1-(2-(2-(2,6-dioxopiperidin-3-yl)-1,3-dioxoisoindol-4-yl)piperidin-4-yl)methyl)piperazin-1-yl)4-oxobutanamide O=C1NC(CCC1N1C(C2=CC=CC(=C2C1=O)C1NCCC(C1)CC1N(CCNC1)C(C(=O)N)CC=O)=O)=O